COC=1N=C2N(C(C1)=O)C=CC(=C2)OC 2,8-dimethoxy-4H-pyrido[1,2-a]pyrimidin-4-one